2-propynyl-propionic acid C(#CC)C(C(=O)O)C